C(#N)C=1C=CC=CC1C1=NC(=NC(=N1)C1=CC=CC=C1)C1=CC=CC=C1 5-cyano-6-(4,6-diphenyl-1,3,5-triazin-2-yl)-benzene